CC1(CCN(CC1)CC1=CC2=C(NC(OC2)=O)C=C1)CCC1=CC=CC=C1 6-((4-methyl-4-phenethylpiperidin-1-yl)methyl)-1H-benzo[d][1,3]oxazin-2(4H)-one